CNC(=O)N(C(=O)C1=NC=C(C=C1O)C1=CC(=CC=C1)Cl)C 5-(3-Chloro-phenyl)-3-hydroxy-pyridine-2-carboxylic acid methylcarbamoyl-methylamide